6-((1R,2R)-2-(4-Cyclopropyl-1H-pyrazol-1-yl)cyclobutyl)-4-oxo-1-((R)-1-(6-(trifluoromethyl)pyridin-3-yl)ethyl)-4,5-dihydro-1H-pyrazolo[3,4-d]pyrimidin-3-carbonitril C1(CC1)C=1C=NN(C1)[C@H]1[C@@H](CC1)C=1NC(C2=C(N1)N(N=C2C#N)[C@H](C)C=2C=NC(=CC2)C(F)(F)F)=O